C(#N)N=C(NC1=CC=C(C=C1)C)OC1=CC=CC=C1 3-cyano-2-phenyl-1-(p-tolyl)isourea